(R)-1-(4-(2-(4-bromophenyl)but-3-yn-2-yl)thiazol-2-yl)-3-(2-hydroxyethyl)-urea BrC1=CC=C(C=C1)[C@@](C)(C#C)C=1N=C(SC1)NC(=O)NCCO